3-amino-6-(1,4-dioxaspiro[4.5]decan-8-yl)-4-(7-fluoro-1H-indazol-4-yl)-1H-1,7-phenanthrolin-2-one NC=1C(NC2=C3C=CC=NC3=C(C=C2C1C1=C2C=NNC2=C(C=C1)F)C1CCC2(OCCO2)CC1)=O